5-({2-Methoxy-4-[13-(piperazin-1-yl)-2,5,8,11-tetraoxatridecan-1-yl]phenyl}methyl)-N4-pentyl-5H-pyrrolo[3,2-d]pyrimidine-2,4-diamine COC1=C(C=CC(=C1)COCCOCCOCCOCCN1CCNCC1)CN1C=CC=2N=C(N=C(C21)NCCCCC)N